2-aminocyclohexane-carboxylic acid NC1C(CCCC1)C(=O)O